4-(4-((1R,5S)-3,8-Diazabicyclo[3.2.1]octan-3-yl)-8-fluoro-2-(((2R,7aS)-2-fluorotetrahydro-1H-pyrrolizin-7a(5H)-yl)methoxy-d2)pyrido[4,3-d]pyrimidin-7-yl)-5,6-difluoronaphthalen-2-ol [C@H]12CN(C[C@H](CC1)N2)C=2C1=C(N=C(N2)OC([2H])([2H])[C@]23CCCN3C[C@@H](C2)F)C(=C(N=C1)C1=CC(=CC2=CC=C(C(=C12)F)F)O)F